(M)-7-(4-(4-(aminomethyl)-1-oxo-1,2-dihydrophthalazin-6-yl)-1-methyl-1H-pyrazol-5-yl)-6-fluoro-3,5-dimethylquinoline-8-carbonitrile NCC1=NNC(C2=CC=C(C=C12)C=1C=NN(C1C1=C(C(=C2C=C(C=NC2=C1C#N)C)C)F)C)=O